ClC1=C(C(=O)N[C@H](C(=O)O)CC=2C=CC(=C3C=CC=NC23)C=2C=CC=C3CCOCC23)C(=CC=C1)Cl (S)-2-(2,6-dichlorobenzoylamino)-3-(5-(isochroman-8-yl)quinolin-8-yl)propionic acid